BrC1=NN(C(=C1)C1=CC(=CC=C1)Cl)C 3-bromo-5-(3-chlorophenyl)-1-methyl-1H-pyrazole